N-margaroyl-tryptophan C(CCCCCCCCCCCCCCCC)(=O)N[C@@H](CC1=CNC2=CC=CC=C12)C(=O)O